COC([C@@H](C1=CC(=CC=C1)C(F)(F)F)NC(C(F)(F)F)=O)=O |r| (±)-2-(2,2,2-trifluoroacetylamino)-2-(3-(trifluoromethyl)phenyl)acetic acid methyl ester